BrC1=CN(C=2N=CN=C(C21)OC)S(=O)(=O)C2=CC=C(C)C=C2 5-bromo-4-methoxy-7-tosyl-7H-pyrrolo[2,3-d]pyrimidine